C1(CCCCC1)C1=C(C=C(C=C1O)C=CC1=CC=C(C=C1)Br)O 2-cyclohexyl-5-(4-bromostyryl)-1,3-benzenediol